O.Cl.C(C)N1C(C([C@H](C1)CCN1CCOCC1)(C1=CC=CC=C1)C1=CC=CC=C1)=O |r| (±)-1-ethyl-3,3-diphenyl-4-(2-morpholinoethyl)-2-pyrrolidone hydrochloride monohydrate